2-[[3-(1-tert-butoxycarbonyl-4-piperidyl)-6-chloro-4-quinolyl]amino]benzoic acid C(C)(C)(C)OC(=O)N1CCC(CC1)C=1C=NC2=CC=C(C=C2C1NC1=C(C(=O)O)C=CC=C1)Cl